CC=1C2C3=C(C4=CC=C(C=C4C(=C3C(C1)C2)O)C)OC(C=C)=O 2,6-dimethyl-9-acryloyloxy-10-hydroxy-1,4-dihydro-1,4-methanoanthracene